CC(C(=O)C=1C(=NN2C1C=CC=C2)C(C)C)C 2-methyl-1-(2-(1-methylethyl)pyrazolo(1,5-a)pyridin-3-yl)1-propanone